1-(6-aminophthalazin-1-yl)pyrrolidine NC=1C=C2C=NN=C(C2=CC1)N1CCCC1